NCC1(CCN(CC1)CC1=C(C=C(C(=C1)Cl)Cl)O)O 4-(aminomethyl)-1-[(4,5-dichloro-2-hydroxyphenyl)methyl]piperidin-4-ol